methyl 2-(N-allyl-N-(3-fluoro-4-methoxyphenyl) sulfamoyl)-3,4,5,6-tetrafluorobenzoate C(C=C)N(S(=O)(=O)C1=C(C(=O)OC)C(=C(C(=C1F)F)F)F)C1=CC(=C(C=C1)OC)F